FC(C1CC(C1)OC1=CC=C(C=N1)CN)(F)F (6-(3-(trifluoromethyl)cyclobutyloxy)pyridin-3-yl)methylamine